(azetidin-3-yloxy)-6-fluoro-N-methylpyridineamide N1CC(C1)OC=1C(=NC(=CC1)F)C(=O)NC